N-[2-(2,6-dioxo-3-piperidyl)-1,3-dioxo-isoindolin-5-yl]-2-iodo-3-methyl-benzenesulfonamide O=C1NC(CCC1N1C(C2=CC=C(C=C2C1=O)NS(=O)(=O)C1=C(C(=CC=C1)C)I)=O)=O